C(C)N(C(=O)C=1C=CC2=C(B(OC2)O)C1)CCN(CC(=O)O)C(=O)C=1C=CC2=C(B(OC2)O)C1 N-(2-(N-ethyl-1-hydroxy-1,3-dihydrobenzo[c][1,2]oxaborole-6-carboxamido)ethyl)-N-(1-hydroxy-1,3-dihydrobenzo[c][1,2]oxaborole-6-carbonyl)glycine